(methylene)bis(4-methylpyridine) C(C1=NC=CC(=C1)C)C1=NC=CC(=C1)C